2-Amino-7-(prop-2-yn-1-yl)-7,9-dihydro-1H-purine-6,8-dione NC=1NC(C=2N(C(NC2N1)=O)CC#C)=O